C(C)(C)(C)C(=O)NC(C(=O)NCCCCCCCCCCCNCC(=O)O)C(CC)C [11-(2-tert-butylcarbonylamino-3-methylpentanamido)-undecylamino]-acetic acid